OCC=1C2=C(N=NC1C1=C(C=C(C=C1)C(F)(F)F)O)N(C=N2)[C@H]2CN(CCC2)C (R)-2-(4-(hydroxymethyl)-7-(1-methylpiperidin-3-yl)-7H-imidazo[4,5-c]pyridazin-3-yl)-5-(trifluoromethyl)phenol